C1(=C(C(=C(C(=C1[2H])[2H])[2H])[2H])[2H])[2H] Benzen-d6